CN([C@@H]1CN(CC1)C1=C(C=C(C(=C1)OC)NC1=NC=CC(=N1)C1=CN(C2=CC=CC=C12)C)N)C 4-[(3S)-3-dimethylaminopyrrolidin-1-yl]-6-methoxy-N-[4-(1-methylindol-3-yl)pyrimidin-2-yl]benzene-1,3-diamine